S1(=O)(=O)OC(CC)(C)O1 3-butylidene sulfate